N6-[2-[[4-(2,4-Dichlorophenyl)-5-(1H-imidazol-1-yl)-2-pyrimidinyl]amino]ethyl]-3-nitro-2,6-pyridinediamine ClC1=C(C=CC(=C1)Cl)C1=NC(=NC=C1N1C=NC=C1)NCCNC1=CC=C(C(=N1)N)[N+](=O)[O-]